CN(C(C(O)C)=O)CCC N-methyl-N-propyllactamide